5-(morpholin-4-yl)-2-(2-phenyl-1H-benzimidazol-5-yl)isoindolin-1-one N1(CCOCC1)C=1C=C2CN(C(C2=CC1)=O)C1=CC2=C(NC(=N2)C2=CC=CC=C2)C=C1